COC=1C=C(C(=O)Cl)C=CC1 3-methoxybenzoyl chloride